C(C)(C)(C)OC(=O)N1CCC2(C=CC=3C(=C4C(N(CC4=CC3)C3C(NC(CC3)=O)=O)=O)O2)CC1 8'-(2,6-dioxopiperidin-3-yl)-9'-oxo-8',9'-dihydro-7'H-spiro[piperidine-4,2'-pyrano[2,3-e]isoindole]-1-carboxylic acid tert-butyl ester